O1COC2=C1C=CC(=C2)NC(=O)C=2C1=C(S(C2)(=O)=O)C=CC=C1 N-(benzo[d][1,3]dioxol-5-yl)benzo[b]thiophene-3-carboxamide-1,1-dioxide